(R)-1-(4-methoxy-phenyl)-ethylamine COC1=CC=C(C=C1)[C@@H](C)N